tetraethylDibutylbenzenesulfonic acid C(C)C(C(C1=C(C=CC=C1CCCC)S(=O)(=O)O)(CC)CC)(CC)CC